1-(6-chloro-8-cyclopropoxy-7-(5-methyl-1H-indazol-4-yl)-4-(piperazin-1-yl)quinazolin-2-yl)-N,N-dimethylazetidin-3-amine ClC=1C=C2C(=NC(=NC2=C(C1C1=C2C=NNC2=CC=C1C)OC1CC1)N1CC(C1)N(C)C)N1CCNCC1